(4aS,13bR)-10-chloro-11-methoxy-4-(oxetan-3-ylmethyl)-1,2,3,4,4a,5,6,13b-octahydro-8H-[1,6]naphthyridino[5,6-b]quinazolin-8-one ClC=1C=C2C(N3C(=NC2=CC1OC)[C@@H]1CCCN([C@H]1CC3)CC3COC3)=O